FC=1C=C2C(=CN(C(C2=CC1F)=O)C)C(C)NCCCO 6,7-difluoro-4-(1-(3-hydroxypropylamino)ethyl)-2-methylisoquinolin-1(2H)-one